ClC=1C=C(C=CC1)NC1=NC(=NC=C1)NC1=CC=CC=C1 N4-(3-Chlorophenyl)-N2-phenylpyrimidine-2,4-diamine